BrCCOC1=CC=C2C(C(=COC2=C1)C1=CC=CC=C1)=O 7-(2-bromoethoxy)isoflavone